C(C=C)(=O)OCCCCC1(C(=O)O)C(C(=O)O)CCCC1 acryloyloxybutyl-hexahydrophthalic acid